2-(1-(4-amino-3-(2,4-dimethoxypyrimidin-5-yl)-1H-pyrazolo[3,4-d]pyrimidin-1-yl)ethyl)-3-(3-fluorophenyl)-4H-chromen-4-one tert-butyl-isononanoate C(C)(C)(C)OC(CCCCCC(C)C)=O.NC1=C2C(=NC=N1)N(N=C2C=2C(=NC(=NC2)OC)OC)C(C)C=2OC1=CC=CC=C1C(C2C2=CC(=CC=C2)F)=O